C1(=CC=CC=C1)C1=C(C=NC=C1)C#CC1=NNC2=CC=C(C=C12)C(=O)N1CC2(C1)CNCCC2 (3-((4-Phenylpyridin-3-yl)ethynyl)-1H-indazol-5-yl)(2,6-diazaspiro[3.5]nonan-2-yl)methanone